NCC(CNC([C@@H](C)C1=CC(=C(C=C1)NC([C@H](C(C1CCCCC1)C1CCCCC1)NC(=O)C1=CC=NN1C(C)C)=O)F)=O)(F)F N-((S)-1-((4-((S)-1-((3-amino-2,2-difluoropropyl)amino)-1-oxopropan-2-yl)-2-fluorophenyl)amino)-3,3-dicyclohexyl-1-oxopropan-2-yl)-1-isopropyl-1H-pyrazole-5-carboxamide